phenylethylnonylphenol C1(=CC=CC=C1)CCC=1C(=C(C=CC1)O)CCCCCCCCC